S1C(=NC2=C1C=CC=C2)C(C(C)C)(O)C2=CC=CC=C2 1-(2-benzothiazolyl)-2-methyl-1-phenylpropanol